1-methyl-4-(phenyldiazenyl)-1H-pyrazole CN1N=CC(=C1)N=NC1=CC=CC=C1